C(=C)S(=O)(=O)C1=C(C=CC=C1)O vinylsulfonyl-phenol